C1(=CC=CC=C1)S(=O)(=O)C1(CN(CC1)C(=O)C1CCS(CC1)(=O)=O)C1=CC=C(C=C1)OCC1=C(C=CC=C1Cl)Cl 4-[3-(benzenesulfonyl)-3-{4-[(2,6-dichlorophenyl)methoxy]phenyl}pyrrolidine-1-carbonyl]-1λ6-thiane-1,1-dione